O=C1NC2=C(C=C(C=C2C12CCC2)C(F)(F)F)C(=O)OC methyl 2'-oxo-5'-(trifluoromethyl)spiro[cyclobutane-1,3'-indoline]-7'-carboxylate